Trimethyltryptamine iodide [I-].CC(N(C)C)CC1=CNC2=CC=CC=C12